2-(3-methylphenoxy)ethanol CC=1C=C(OCCO)C=CC1